N-[(1R)-3-[(2,4-dimethoxyphenyl)methyl-ethyl-amino]-1-methyl-propyl]-5-[4-(trifluoromethyl)phenoxy]naphthalene-2-carboxamide COC1=C(C=CC(=C1)OC)CN(CC[C@@H](C)NC(=O)C1=CC2=CC=CC(=C2C=C1)OC1=CC=C(C=C1)C(F)(F)F)CC